3,5-dibromo-salicylic acid BrC1=C(C(C(=O)O)=CC(=C1)Br)O